C(#N)C1=C(C=CC2=CC=CC=C12)C1=C(C=NN1C)C1=CC=C2C(NN=C(C2=C1)C(C(F)F)NS(=O)C(C)(C)C)=O N-[1-[7-[5-(1-cyano-2-naphthyl)-1-methyl-pyrazol-4-yl]-4-oxo-3H-phthalazin-1-yl]-2,2-difluoro-ethyl]-2-methyl-propane-2-sulfinamide